N1=CC=C2N1CCN(C2)C=2C=C(C1=C(NC(=N1)C1=CC(=CN1)C(=O)C1=C(C=CC=C1)C(F)(F)F)C2)F (5-(6-(6,7-dihydropyrazolo[1,5-a]pyrazin-5(4H)-yl)-4-fluoro-1H-benzo[d]imidazol-2-yl)-1H-pyrrol-3-yl)(2-(trifluoromethyl)phenyl)methanone